C(C)N1C2=NC(=NC(=C2N=C1C1=CC=NC=C1)N1CCOCC1)N1N=C(C(=C1)C1=CC=CC=C1)C(=O)OCC ethyl 1-(9-ethyl-6-morpholino-8-(pyridin-4-yl)-9H-purin-2-yl)-4-phenyl-1H-pyrazole-3-carboxylate